C(C1=CC=CC=C1)N1CC(C(CC1)(O)C#C)CC1=CNC2=CC=CC(=C12)OC benzyl-4-ethynyl-3-((4-methoxy-1H-indol-3-yl)methyl)piperidin-4-ol